N-((1r,4r)-4-(propylsulfonamido)cyclohexyl)-5,6-dihydrobenzo[f]imidazo[1,5-d][1,4]oxazepine-10-carboxamide C(CC)S(=O)(=O)NC1CCC(CC1)NC(=O)C=1C=CC2=C(C=3N(CCO2)C=NC3)C1